1-(4-(6-((2-(difluoromethyl)-6-((2,4-dimethoxybenzyl)amino)pyrimidin-4-yl)amino)-4-(trifluoromethoxy)pyridin-3-yl)-1H-pyrazol-1-yl)-2-methylpropan-2-ol FC(C1=NC(=CC(=N1)NC1=CC(=C(C=N1)C=1C=NN(C1)CC(C)(O)C)OC(F)(F)F)NCC1=C(C=C(C=C1)OC)OC)F